1-(3-(4-amino-7-methyl-5-(4-((6-methylpyridin-2-yl)oxy)phenyl)-7H-pyrrolo[2,3-d]pyrimidin-6-yl)pyrrolidin-1-yl)but-2-yn-1-one NC=1C2=C(N=CN1)N(C(=C2C2=CC=C(C=C2)OC2=NC(=CC=C2)C)C2CN(CC2)C(C#CC)=O)C